tert-butyl N-[(1S)-1-(hydroxymethyl)-3-oxo-3-[4-[5-(trifluoromethyl) pyrimidin-2-yl]piperazin-1-yl]propyl]carbamate OC[C@H](CC(N1CCN(CC1)C1=NC=C(C=N1)C(F)(F)F)=O)NC(OC(C)(C)C)=O